C(C)(C)(C)OC(=O)N[C@H](CCCOC1=NC=CC(=C1)N(C(OC(C)(C)C)=O)C1=CC(=NN1C(C)(C)C)[C@@H]1C[C@@H]([C@@H](C1)F)O[Si](C)(C)C(C)(C)C)C tert-butyl (2-(((S)-4-((tert-butoxycarbonyl)amino)pentyl)oxy)pyridin-4-yl)(1-(tert-butyl)-3-((1R,3S,4R)-3-((tert-butyldimethylsilyl)oxy)-4-fluorocyclopentyl)-1H-pyrazol-5-yl)carbamate